(2-((5-chloro-2-((3-chloro-1H-indazol-6-yl)amino)pyrimidin-4-yl)amino)phenyl)methylsulfonamide nickel [Ni].ClC=1C(=NC(=NC1)NC1=CC=C2C(=NNC2=C1)Cl)NC1=C(C=CC=C1)CS(=O)(=O)N